C1=CC=C(C=C1)C(=O)NCC(=O)[O-] The molecule is an alpha-amino-acid anion that is the conjugate base of N-benzoylglycine; major species at pH 7.3. It has a role as a human metabolite. It is a conjugate base of a N-benzoylglycine.